tellurium arsenic germanium silicon selenide [Si]=[Se].[Ge].[As].[Te]